(5-(2-((2-cyclopropyl-2,2-difluoroethyl)amino)-7H-pyrrolo[2,3-d]pyrimidin-5-yl)pyrazolo[1,5-a]pyridin-3-yl)(piperidin-1-yl)methanone C1(CC1)C(CNC=1N=CC2=C(N1)NC=C2C2=CC=1N(C=C2)N=CC1C(=O)N1CCCCC1)(F)F